α-Phenylalanin C1(=CC=CC=C1)[C@](N)(C)C(=O)O